(E)-3-(3-(4-bromophenyl)-8-methyl-1,4,8-triazaspiro[4.5]dec-1,3-dien-2-yl)-N-(quinolin-3-yl)acrylamide BrC1=CC=C(C=C1)C=1C(=NC2(N1)CCN(CC2)C)/C=C/C(=O)NC=2C=NC1=CC=CC=C1C2